amino-1-propen-3-one NC=CC=O